N1=CC(=CC=C1)C1CNC1 3-(pyridin-3-yl)azetidine